FC1=C(C=C(C=C1)OC=1C(=C2C=CNC2=CC1F)S(=O)(=O)C)C=1NC(=CN1)[C@]1(COC2=C1C=CC=C2CCC(=O)OC)C methyl 3-[(3S)-3-[2-[2-fluoro-5-[(6-fluoro-4-methylsulfonyl-1H-indol-5-yl)oxy]phenyl]-1H-imidazol-5-yl]-3-methyl-2H-benzofuran-7-yl]propanoate